COC(=O)C1=C(C=CC(=C1)C(F)(F)F)B(O)O (2-(methoxycarbonyl)-4-(trifluoromethyl)phenyl)boronic acid